ClC1=C(C=C(OCC(=O)NC23CC(C2)(C3)NC(=O)C=3OC2=C(C(C3)=O)C=C(C=C2)C)C=C1)F N-{3-[2-(4-chloro-3-fluorophenoxy)acetamido]bicyclo[1.1.1]pentan-1-yl}-6-methyl-4-oxo-4H-1-benzopyran-2-carboxamide